NC1=NN(C=C1C(=O)NC1CCC(CC1)NC1=CC=CC=2N1C=C(N2)C(F)(F)F)CC(F)F 3-amino-1-(2,2-difluoroethyl)-N-[4-[[2-(trifluoromethyl)imidazo[1,2-a]pyridin-5-yl]amino]cyclohexyl]pyrazole-4-carboxamide